4-[2-(6-{[(cyclobutylmethyl)(methyl)amino]methyl}-4-fluoro-1-oxo-3H-isoindol-2-yl)-6-cyclopropylpyridin-4-yl]-3-(4-methyl-1,2,4-triazol-3-yl)benzonitrile C1(CCC1)CN(C)CC1=CC(=C2CN(C(C2=C1)=O)C1=NC(=CC(=C1)C1=C(C=C(C#N)C=C1)C1=NN=CN1C)C1CC1)F